O1C(=CC=C1)C(=O)[O-].C(CCCCCCCCCCCC)N1C=[N+](C=C1)C 1-tridecyl-3-methylimidazolium furanate